3-chloro-N-((2-(6-((cis)-2,6-dimethylmorpholino)pyridin-2-yl)-1,6-naphthyridin-7-yl)methyl)-5-(2-hydroxypropan-2-yl)benzamide ClC=1C=C(C(=O)NCC2=NC=C3C=CC(=NC3=C2)C2=NC(=CC=C2)N2C[C@@H](O[C@@H](C2)C)C)C=C(C1)C(C)(C)O